trans-1-[2-(3-chlorophenyl)ethyl]-5-[(4-methanesulfonylphenoxy)methyl]-2-methylpiperazine ClC=1C=C(C=CC1)CCN1[C@H](CN[C@@H](C1)COC1=CC=C(C=C1)S(=O)(=O)C)C